BrC1=C(C#N)C=CC(=C1)C(C)(C)O 2-bromo-4-(2-hydroxypropan-2-yl)benzonitrile